N-((2R,3R,4R,5R,6R)-2-(6-(2-(2-aminoethoxy)ethoxy)hexyl)-4,5-dihydroxy-6-(hydroxymethyl)tetrahydro-2H-pyran-3-yl)acetamide NCCOCCOCCCCCC[C@H]1O[C@@H]([C@@H]([C@@H]([C@H]1NC(C)=O)O)O)CO